FC=1C(=NC=CC1CC=1C=NC=C(C1C)OC)NS(=O)(=O)NC ({3-fluoro-4-[(5-methoxy-4-methylpyridin-3-yl)methyl]pyridin-2-yl}sulfamoyl)(methyl)amine